tert-butyl cyclopropyl(1-(5-fluoro-7-((8-fluoro-2-methylimidazo[1,2-a]pyridin-6-yl)carbamoyl)-2-methyl-2H-indazol-4-yl)piperidin-4-yl)carbamate C1(CC1)N(C(OC(C)(C)C)=O)C1CCN(CC1)C=1C2=CN(N=C2C(=CC1F)C(NC=1C=C(C=2N(C1)C=C(N2)C)F)=O)C